ClC=1C=C(C=C(C1)Cl)[C@H](CC(=O)OCC)N(C1CC2(CN(C2)C(=O)OC(C)(C)C)C1)C(=O)OC (S)-tert-Butyl 6-((1-(3,5-dichlorophenyl)-3-ethoxy-3-oxopropyl)(methoxycarbonyl)amino)-2-azaspiro[3.3]heptane-2-carboxylate